4-chloro-1,8-naphthalenedicarboxylic anhydride ClC1=CC=C2C3=C(C=CC=C13)C(=O)OC2=O